N1=CC(=CC=C1)CN1C2=C(C=3N=C4N(C=NC=C4)C31)C=NC=C2 5-(pyridin-3-ylmethyl)-5H-pyrido[3'',4'':4',5']pyrrolo[3',2':4,5]imidazo[1,2-c]pyrimidine